ClC=1C=C(C=CC1Cl)[C@@H]1CN(C[C@H]1OS(=O)(=O)C)C(=O)OC(C)(C)C |r| tert-butyl rac-(3R,4S)-3-(3,4-dichlorophenyl)-4-methylsulfonyloxy-pyrrolidine-1-carboxylate